OC1C2(OC2C2OC23C2(CCC=4C(OCC4C2CC2OC132)=O)C)C(C)C 8-hydroxy-1-methyl-7-propan-2-yl-3,6,10,16-tetraoxaheptacyclo[11.7.0.02,4.02,9.05,7.09,11.014,18]eicosa-14(18)-en-17-one